4-[2-fluoro-4-(methylsulfanyl)phenyl]-2-[(3R)-3-methylmorpholin-4-yl]-8-[1-(tetrahydro-2H-pyran-2-yl)-1H-pyrazol-5-yl]-1,7-naphthyridine FC1=C(C=CC(=C1)SC)C1=CC(=NC2=C(N=CC=C12)C1=CC=NN1C1OCCCC1)N1[C@@H](COCC1)C